FC=1C=C2C(=NNC2=CC1F)C#N 5,6-difluoro-1H-indazole-3-carbonitrile